C(C)N(C(C1=C(C=CC(=C1)F)C1=C2C=NN(C2=CC(=C1)C1(CN(CC1)CC1CCC(CC1)N)F)C)=O)C(C)C N-ethyl-5-fluoro-2-[6-(3-fluoro-1-{[(1r,4r)-4-aminocyclohexyl]methyl}pyrrolidin-3-yl)-1-methyl-1H-indazol-4-yl]-N-(isopropyl)benzamide